2-[3,5-bis(difluoromethyl)-1H-pyrazole-1-yl]-1-[4-(4-{(5R)-5-[2-fluoro-6-(prop-2-yn-1-yloxy)phenyl]-4,5-dihydro-1,2-oxazol-3-yl}-1,3-thiazol-2-yl)piperidin-1-yl]ethanone FC(C1=NN(C(=C1)C(F)F)CC(=O)N1CCC(CC1)C=1SC=C(N1)C1=NO[C@H](C1)C1=C(C=CC=C1OCC#C)F)F